C(C1=CC=CC=C1)OC=1C(=NC=CC1)C=1C=C(SC1)C(=O)NC1=CC(=CC(=C1)NS(=O)(=O)C)F 4-(3-(benzyloxy)pyridin-2-yl)-N-(3-fluoro-5-(methylsulfonamido)phenyl)thiophene-2-carboxamide